7-phenyl-pyrrolo[2,3-d]pyrimidin-4-one C1(=CC=CC=C1)N1C=CC2=C1N=CNC2=O